6-((4-(Oxetan-3-yl)piperazin-1-yl)methyl)-3-(2-(trifluoromethyl)pyridin-4-yl)pyrazolo[1,5-a]pyrimidine O1CC(C1)N1CCN(CC1)CC=1C=NC=2N(C1)N=CC2C2=CC(=NC=C2)C(F)(F)F